N-((1r,4R)-4-((1,3-dihydroxy-2-(hydroxymethyl)propan-2-yl)carbamoyl)cyclohexyl)-4-(3-((1r,3R,5S,7r)-3,5-dimethyladamantan-1-yl)ureido)-3-fluorobenzamide OCC(CO)(CO)NC(=O)C1CCC(CC1)NC(C1=CC(=C(C=C1)NC(=O)NC12C[C@]3(C[C@](CC(C1)C3)(C2)C)C)F)=O